(R)-[(2R,5S)-5-{[(1r,4S)-4-methoxycyclohexyl]methyl}-2-pyrrolidinyl](o-fluorophenyl)methanol COC1CCC(CC1)C[C@@H]1CC[C@@H](N1)[C@H](O)C1=C(C=CC=C1)F